CN(S(=O)(=O)C=1C=C(C(=O)NC2=NC=CC(=C2)C(F)(F)F)C=CC1)C1=CC=C(C=C1)C 3-(N-methyl-N-(p-tolyl)sulfamoyl)-N-(4-(trifluoromethyl)pyridin-2-yl)benzamide